ClC=1C(=NC(=NC1)NC1=CC(=C(C=C1)N1CCC(CC1)N1CCOCC1)F)C(=O)NC1=C(C=CC=C1C#N)Cl 5-chloro-N-(2-chloro-6-cyanophenyl)-2-((3-fluoro-4-(4-morpholinopiperidin-1-yl)phenyl)amino)pyrimidine-4-carboxamide